[N+](=[N-])=CC(CC[C@@H](C(=O)OC(C)(C)C)NC([C@H](CC1=CN(C2=CC=CC=C12)C)NC(=O)OC1CN2CCC1CC2)=O)=O tert-Butyl (2S)-6-diazo-2-((2S)-3-(1-methyl-1H-indol-3-yl)-2-(((quinuclidin-3-yloxy)carbonyl)amino)propanamido)-5-oxohexanoate